N1([C@H]2[C@H](NCC1)COC2)C(=O)OCC[Si](C)(C)C |o1:1,2| 2-(Trimethylsilyl)ethyl (4aS*,7aS*)-hexahydrofuro[3,4-b]pyrazine-1(2H)-carboxylate